undecyl N-ethylcarbamate C(C)NC(OCCCCCCCCCCC)=O